1-(6-(4-(5,6-dichloro-1H-indazol-4-yl)-3-(4-((1,1-dioxidothiomorpholino)methyl)-2,2-dimethylpiperidin-1-yl)-5-methyl-1H-pyrazol-1-yl)-2-azaspiro[3.3]heptan-2-yl)prop-2-en-1-one ClC=1C(=C2C=NNC2=CC1Cl)C=1C(=NN(C1C)C1CC2(CN(C2)C(C=C)=O)C1)N1C(CC(CC1)CN1CCS(CC1)(=O)=O)(C)C